N-(2-(propylsulfonyl)benzo[D]thiazol-6-yl)benzenesulfonamide C(CC)S(=O)(=O)C=1SC2=C(N1)C=CC(=C2)NS(=O)(=O)C2=CC=CC=C2